(R)-N-(cyclobutylmethyl)-1-(6-(2-(4-(5-methoxypyridin-3-yl)-1H-1,2,3-triazol-1-yl)propan-2-yl)pyridazin-3-yl)piperidin-3-amine C1(CCC1)CN[C@H]1CN(CCC1)C=1N=NC(=CC1)C(C)(C)N1N=NC(=C1)C=1C=NC=C(C1)OC